tert-butyl 4-(6-(((tert-butyldimethylsilyl)-oxy)methyl)-5-methoxypyridin-3-yl)piperazine-1-carboxylate [Si](C)(C)(C(C)(C)C)OCC1=C(C=C(C=N1)N1CCN(CC1)C(=O)OC(C)(C)C)OC